N-[2-amino-5-(4-fluorophenyl)phenyl]-4-[(4-methoxy-3-pyridyl)sulfonimidoyl]benzamide NC1=C(C=C(C=C1)C1=CC=C(C=C1)F)NC(C1=CC=C(C=C1)S(=O)(=N)C=1C=NC=CC1OC)=O